[(3R)-3-{[(6-fluoro-7-methoxyquinolin-4-yl)oxy]methyl}pyrrolidin-1-yl](imino)methyl-λ6-sulfanone FC=1C=C2C(=CC=NC2=CC1OC)OC[C@H]1CN(CC1)[SH2](=O)C=N